N[C@]1(CN(C[C@@H]1CCCB(O)O)S(N[C@H]1[C@@H](C1)N)(=O)=O)C(=O)O |&1:14,15| (3R,4S)-3-amino-1-(N-((rac)-trans-2-aminocyclopropyl)sulfamoyl)-4-(3-boronopropyl)pyrrolidine-3-carboxylic acid